1-(3-aminopropyl)-2-methylpiperidine NCCCN1C(CCCC1)C